C(C)(C)(C)OC(=O)N1CC2(CCN3N=C(C=C32)C=3C=NC(=C(C3)O[C@H](C)C3=CC=CC=C3)N)CC1 tert-butyl-2'-{6-amino-5-[(1R)-1-phenylethoxy]pyridin-3-yl}-5',6'-dihydrospiro[pyrrolidine-3,4'-pyrrolo[1,2-b]pyrazole]-1-carboxylate